[6-[(3R)-2,6-dioxopiperidin-3-yl]pyridin-3-yl]piperidine-4-carbaldehyde O=C1NC(CC[C@@H]1C1=CC=C(C=N1)N1CCC(CC1)C=O)=O